ClC1=C(CNC2=C(CCC2)C#N)C=CC=C1 2-((2-chlorobenzyl)amino)cyclopent-1-ene-1-carbonitrile